C(=N)N[C@@H](CC(=O)[O-])C(=O)[O-] formimino-L-aspartate